C(CCCCCCCCCCCCC)N(C(CCC(=O)O)=O)CCCCCCCCCCCCCC 4-(ditetradecylamino)-4-oxobutanoic acid